tert-butyl 4-[3-[(4-cyano-2-fluoro-phenyl)methylsulfanyl]pyrazol-1-yl]piperidine-1-carboxylate C(#N)C1=CC(=C(C=C1)CSC1=NN(C=C1)C1CCN(CC1)C(=O)OC(C)(C)C)F